2-((6-(2-(4-(azetidine-1-carbonyl)piperidin-1-yl)pyrimidin-5-yl)-2-ethylimidazo[1,2-a]pyridin-3-yl)(methyl)amino)-4-(4-fluorophenyl)thiazole-5-carbonitrile N1(CCC1)C(=O)C1CCN(CC1)C1=NC=C(C=N1)C=1C=CC=2N(C1)C(=C(N2)CC)N(C=2SC(=C(N2)C2=CC=C(C=C2)F)C#N)C